C(C1=CC=CC=C1)NC(CC(=O)C)=O N-benzyl-acetoacetamide